1-(methyl-ethyl)-glucose CC(C)C(=O)[C@H](O)[C@@H](O)[C@H](O)[C@H](O)CO